decyloxyurea C(CCCCCCCCC)ONC(=O)N